C1(CC1)C(C(C)(C)O)N1C(C2=C(C=CC=C2C1)C=1C=NC(=C(C1)F)C=1OC(=NN1)C)=O 2-(1-cyclopropyl-2-hydroxy-2-methylpropyl)-7-(5-fluoro-6-(5-methyl-1,3,4-oxadiazol-2-yl)pyridin-3-yl)isoindolin-1-one